[[5-[3-(Cyclopentyloxy)-2-oxo-1-pyrrolidinyl]-2,4-dimethylphenyl][(trifluoromethyl)sulfonyl]amino]methyl 2,2-dimethylpropanoate CC(C(=O)OCN(S(=O)(=O)C(F)(F)F)C1=C(C=C(C(=C1)N1C(C(CC1)OC1CCCC1)=O)C)C)(C)C